6-[4-(2-aminoethoxy)phenoxy]-1-methyl-indazole-5-carboxamide NCCOC1=CC=C(OC2=C(C=C3C=NN(C3=C2)C)C(=O)N)C=C1